(S)-1-(3-(4-amino-5-((3,5-dimethoxyphenyl)ethynyl)-6-fluoro-7H-pyrrolo[2,3-d]pyrimidin-7-yl)pyrrolidin-1-yl)prop-2-en-1-one NC=1C2=C(N=CN1)N(C(=C2C#CC2=CC(=CC(=C2)OC)OC)F)[C@@H]2CN(CC2)C(C=C)=O